tri(ethoxy)-2-propoxysilyl ether C(C)OC(C(C)O[SiH2]O[SiH2]OC(C)C(OCC)(OCC)OCC)(OCC)OCC